C(CCC)OC1=CC=C(C=C1)OS(=O)(=O)CC12C(=O)CC(CC1)C2(C)C.C2(=CC=CC=C2)[SH+]C2=CC=CC=C2 diphenylsulfonium (4-butoxyphenyl)10-camphorsulfonate